CC1=NC(=CC(=C1)C=1NC2=CC=C(C=C2C1C(C)C)C1CCN(CC1)C(C(C)(NC)C)=O)C 1-(4-(2-(2,6-dimethylpyridin-4-yl)-3-isopropyl-1H-indol-5-yl)piperidin-1-yl)-2-methyl-2-(methylamino)propan-1-one